N[C@H](C)C=1C(=C(C=CC1)C(C1CC2CCC(C1)N2C(=O)OC(C)(C)C)(F)F)F tert-butyl 3-((3-((R)-1-aminoethyl)-2-fluorophenyl) difluoromethyl)-8-azabicyclo[3.2.1]octane-8-carboxylate